C(C)(C)(C)NC1=C(N=C2N1N=C(C(=N2)\C=C\C2=CC=C(C=C2)OC)C)C2=CC=C(C=C2)OC (E)-N-(tert-butyl)-6-(4-methoxyphenyl)-3-(4-methoxystyryl)-2-methylimidazo[1,2-b][1,2,4]triazin-7-amine